ClC1=CC(=C(C=C1)C1=NC(=CC=2N=C(N(C(C21)=O)C)C)N2C[C@H](O[C@H](C2)C)C2CC2)F 5-(4-chloro-2-fluoro-phenyl)-7-((2R,6S)-2-cyclopropyl-6-methyl-4-morpholinyl)-2,3-dimethylpyrido[4,3-d]-pyrimidin-4(3H)-one